Cl.OC1=C(N(C=CC1=O)C1=CC=C(C=C1)N1CCN(CC1)C)C 3-hydroxy-2-methyl-1-(4-(4-methylpiperazin-1-yl)phenyl)pyridin-4(1H)-one hydrochloride